ClC=1C=CC(=C(C1)B(O)O)C(=O)OC 5-CHLORO-2-(METHOXYCARBONYL)PHENYLBORONIC ACID